tri(((1S,2R,4R,6S)-2-(methoxymethyl)-6-methyl-3-oxoquinuclidin-2-yl) methyl) phosphate P(=O)(OC[C@]1(N2[C@H](C[C@H](C1=O)CC2)C)COC)(OC[C@]2(N1[C@H](C[C@H](C2=O)CC1)C)COC)OC[C@]1(N2[C@H](C[C@H](C1=O)CC2)C)COC